C1(CC1)C1=C(N)C=CC(=C1)N1CCN(CC1)C 2-cyclopropyl-4-(4-methylpiperazin-1-yl)aniline